ClC1=C(N=C(NC1=O)C1=CC(=NC=C1)F)N1CC2(CNC2)CC1 5-chloro-4-(2,6-diazaspiro[3.4]octan-6-yl)-2-(2-fluoro-4-pyridinyl)-1H-pyrimidin-6-one